1-(1H-indol-6-yl)-3-(3-oxo-4-(pyrimidin-4-ylmethyl)-3,4-dihydro-2H-benzo[b][1,4]oxazin-7-yl)urea N1C=CC2=CC=C(C=C12)NC(=O)NC=1C=CC2=C(OCC(N2CC2=NC=NC=C2)=O)C1